C1=CC=CC=2C3=CC=CC=C3C(C12)COC(=O)N[C@@H](COCC(=O)NC(C)(C)C)C(=O)O N-(((9H-fluoren-9-yl)methoxy)carbonyl)-O-(2-(t-butylamino)-2-oxoethyl)-L-serine